1,2-bis(tricosanoyl)-sn-glycero-3-phosphocholine C(CCCCCCCCCCCCCCCCCCCCCC)(=O)OC[C@@H](OC(CCCCCCCCCCCCCCCCCCCCCC)=O)COP(=O)([O-])OCC[N+](C)(C)C